(S)-1-(3-chloro-5-fluorophenyl)-5,5-difluoro-3-(trifluoromethyl)-4,5,6,7-tetrahydro-1H-indol-4-ol ClC=1C=C(C=C(C1)F)N1C=C(C=2[C@@H](C(CCC12)(F)F)O)C(F)(F)F